3,3-difluoro-N-methyl-N'-((5-(trifluoromethyl)pyridin-2-yl)methyl)cyclobutane-1-carbohydrazide FC1(CC(C1)C(=O)N(NCC1=NC=C(C=C1)C(F)(F)F)C)F